C(C)(C)(C)OC(=O)N1CCC(CC1)CN1N=CC(=C1)C1=NC2=C(C(=CC=C2N=C1)OC1=CC2=C(N=C(N2COCC[Si](C)(C)C)C)C=C1)C.C1(=CC=CC2=CC=CC=C12)S(=O)(=O)NN Naphthalenesulfonyl-hydrazine tert-butyl-4-[[4-[8-methyl-7-[2-methyl-3-(2-trimethylsilylethoxymethyl)benzimidazol-5-yl]oxy-quinoxalin-2-yl]pyrazol-1-yl]methyl]piperidine-1-carboxylate